FC(N1C2=NC(=NC(=C2N=C1)N[C@@H]1CN(CC1)C(=O)OC(C)(C)C)N[C@H]([C@@H](C)O)CC)F tert-Butyl (S)-3-((9-(difluoromethyl)-2-(((2R,3S)-2-hydroxypentan-3-yl)amino)-9H-purin-6-yl)amino)pyrrolidine-1-carboxylate